N1C=C(C2=CC=CC=C12)CCNS(=O)(=O)C=1C=C(C(=O)NC2=CC(=CC=C2)[N+](=O)[O-])C=CC1 3-(N-(2-(1H-indol-3-yl)ethyl)sulfamoyl)-N-(3-nitrophenyl)benzamide